thulium monosilicate [Si]([O-])([O-])([O-])O.[Tm+3]